C1=CC(=C(N=C1)NN)C(=O)O hydrazinonicotinic acid